7,7'-dodecylidenebis-1,5,7-triazabicyclo[4.4.0]dec-5-ene C(CCCCCCCCCCC)(N1C2=NCCCN2CCC1)N1C2=NCCCN2CCC1